methyl (Z)-6-(2-(ethoxycarbonyl) but-1-en-1-yl)-5-nitronicotinate C(C)OC(=O)\C(=C/C1=NC=C(C(=O)OC)C=C1[N+](=O)[O-])\CC